2-(3-(3-Chloro-4-fluorophenyl)-1-(1-(6-fluoro-1-oxo-1,2-dihydroisoquinolin-4-yl)ethyl)ureido)ethane-1-sulfonamide ClC=1C=C(C=CC1F)NC(N(C(C)C1=CNC(C2=CC=C(C=C12)F)=O)CCS(=O)(=O)N)=O